1'-[7-(2-amino-1,3-benzothiazol-4-yl)-6-chloro-8-fluoro-4-piperazin-1-yl-quinazolin-2-yl]-8-methyl-spiro[6H-imidazo[1,2-a]pyrimidine-5,3'-azetidine]-7-one NC=1SC2=C(N1)C(=CC=C2)C2=C(C=C1C(=NC(=NC1=C2F)N2CC1(C2)CC(N(C=2N1C=CN2)C)=O)N2CCNCC2)Cl